3-[8-Dimethylamino-1-(3-methoxy-propyl)-2-oxo-8-phenyl-1,3-diazaspiro[4.5]decan-3-yl]-N-(2-hydroxy-ethyl)-propionamide CN(C1(CCC2(CN(C(N2CCCOC)=O)CCC(=O)NCCO)CC1)C1=CC=CC=C1)C